N1CC(C1)CN1CCN(CC1)C=1C(=CC2=C(C(C=3NC4=CC(=CC=C4C3C2=O)C#N)(C)C)C1)CC 8-(4-(azetidin-3-ylmethyl)piperazin-1-yl)-9-ethyl-6,6-dimethyl-11-oxo-6,11-dihydro-5H-benzo[b]carbazole-3-carbonitrile